C(CCCC)OS(=O)(=O)C1=C(C(=O)OCCCCC)C=CC=C1 pentyl 2-(pentoxysulfonyl)-benzoate